1-((4-((2-methyl-[1,1'-biphenyl]-3-yl)methoxy)-5,6,7,8-tetrahydronaphthalen-1-yl)methyl)piperidine-2-carboxylic acid CC1=C(C=CC=C1COC1=CC=C(C=2CCCCC12)CN1C(CCCC1)C(=O)O)C1=CC=CC=C1